C1(CCCCC1)N[C@@H](C)C(=O)O cyclohexyl-L-alanin